N1=NC=NC2=C1C=CC=C2 1,2,4-benzotriazine